8-(2,2-diethoxyethoxy)-7-fluoro-1-methylquinolin-2(1H)-one C(C)OC(COC=1C(=CC=C2C=CC(N(C12)C)=O)F)OCC